4-ethyl-2,3-dioxopiperazine-1-carboxamide C(C)N1C(C(N(CC1)C(=O)N)=O)=O